ClC=1C(=NN(C1)CC)C(=O)OC1=CC(=CC=C1)C=O 3-FORMYLPHENYL 4-CHLORO-1-ETHYLPYRAZOLE-3-CARBOXYLATE